ClC1=CC=C(C=C1)C1=COC=2N=CN(C(C21)=O)CC(=O)N2CC(C2)(F)F 5-(4-chlorophenyl)-3-(2-(3,3-difluoroazetidin-1-yl)-2-oxoethyl)furo[2,3-d]pyrimidin-4(3H)-one